C(#N)C1(N=NC=N1)C(=O)OC methyl 3-cyano-1,2,4-triazole-3-carboxylate